Cl.Cl.CN1CC(CCC1C(F)(F)F)N 1-methyl-6-(trifluoromethyl)piperidin-3-amine dihydrochloride